6-[(2S)-2-aminopropyl]-N-(furan-2-ylmethyl)-7-methylthieno[3,2-c]pyridazin-4-amine N[C@H](CC1=C(C=2N=NC=C(C2S1)NCC=1OC=CC1)C)C